Cl.N1[C@@H](CCCC1)C=O (S)-2-PIPERIDINECARBOXALDEHYDE HYDROCHLORIDE